FC1=C(C=CC(=C1)OC1=CC(=NC=C1)C=1N=C(SC1)C)NC1=C2C(=NC=N1)NN=C2C2CCN(CC2)C(C=C)=O 1-(4-(4-((2-fluoro-4-((2-(2-methylthiazol-4-yl)pyridin-4-yl)oxy)phenyl)amino)-1H-pyrazolo[3,4-d]pyrimidin-3-yl)piperidin-1-yl)prop-2-en-1-one